C1=CN(C(=O)NC1=O)[C@H]2[C@@H]([C@@H]([C@H](O2)CO)O)O The molecule is a ribonucleoside composed of a molecule of uracil attached to a ribofuranose moiety via a beta-N(1)-glycosidic bond. It has a role as a human metabolite, a fundamental metabolite and a drug metabolite. It derives from a uracil.